CC1(CCN(CC1)C=1OC2=C(C=C(C=C2C(C1)=O)C)C(C)NC1=C(C(=O)O)C=C(C(=C1)OC)OC)C 2-[1-[2-(4,4-Dimethyl-1-piperidyl)-6-methyl-4-oxo-chromen-8-yl]ethylamino]-4,5-dimethoxy-benzoic acid